lithium 2,6-dimethylaniline salt CC1=C(N)C(=CC=C1)C.[Li]